1H-pyrazole-3,5-dicarboxylic acid monohydrate O.N1N=C(C=C1C(=O)O)C(=O)O